C1(=CC=CC=C1)P(=O)(C1=C(C2=CC=CC=C2C=C1)C1=C(C=CC2=CC=CC=C12)P(=O)(C1=CC=CC=C1)C1=CC=CC=C1)C1=CC=CC=C1 2,2'-bis(diphenylphosphinoyl)-1,1'-binaphthyl